C(CCCCCCCCCCC)OC(C(=C(CC)C)C)=O (methyl)ethyl-(methyl)acrylic acid dodecyl ester